(R)-1-(8-methoxy-6-(4,4,5,5-tetramethyl-1,3,2-dioxaborolan-2-yl)-3,4-dihydroisoquinolin-2(1H)-yl)propan-2-ol COC=1C=C(C=C2CCN(CC12)C[C@@H](C)O)B1OC(C(O1)(C)C)(C)C